allyl isononanoate C(CCCCCC(C)C)(=O)OCC=C